6-{[(2-chloro-6-fluorophenyl)carbonyl]amino}-N-(3-chloro-2-methylphenyl)-2-{[(2S)-1-hydroxy-3-methylbutan-2-yl]amino}-1H-benzimidazole-4-carboxamide ClC1=C(C(=CC=C1)F)C(=O)NC=1C=C(C2=C(NC(=N2)N[C@H](CO)C(C)C)C1)C(=O)NC1=C(C(=CC=C1)Cl)C